C(CCCCC)(=O)OC[C@H](N)C(=O)O O-hexanoyl-serine